N1CCN1 1,4-diazetidine